BrC1=CC=C(C=C1)N(N=C(C1=NC(=NC=C1C1=C(C=CC=C1)Cl)NC1=CC=C(C=C1)C#N)C1=NC(=NC=C1C1=C(C=CC=C1)Cl)NC1=CC=C(C=C1)C#N)C(=O)N 2-chlorophenyl-2-(4-cyanophenylamino)-pyrimidin-4-ylketone-N-(4-bromophenyl) semicarbazone